3-[4-(morpholin-4-yl)phenyl]propanoic acid N1(CCOCC1)C1=CC=C(C=C1)CCC(=O)O